N-(methyl-d3)-4-((3-(methylsulfonyl)pyridin-2-yl)amino)-6-(pyridazin-3-ylamino)pyridazin-3-carboxamide C(NC(=O)C=1N=NC(=CC1NC1=NC=CC=C1S(=O)(=O)C)NC=1N=NC=CC1)([2H])([2H])[2H]